C(#N)C=1C=NC(=C(C(=O)N)C1C)N1CCC(CCC1)(F)F 5-cyano-2-(4,4-difluoroazepan-1-yl)-4-methylnicotinamide